FC1=C(C#N)C=CC(=C1)C1=CC(=NN1C1=C(C=C(C=C1)N1CC(CC1)OC)F)C(=O)N1C[C@@H](CCC1)NC 2-fluoro-4-(1-(2-fluoro-4-(3-methoxypyrrolidine-1-yl)phenyl)-3-((R)-3-(methylamino)piperidine-1-carbonyl)-1H-pyrazole-5-yl)benzonitrile